2-(2-(1-(2,6-bis(benzyloxy)pyridin-3-yl)-3-methyl-2-oxo-2,3-dihydro-1H-benzo[d]imidazol-5-yl)-2,7-diazaspiro[3.5]nonan-7-yl)acetic acid C(C1=CC=CC=C1)OC1=NC(=CC=C1N1C(N(C2=C1C=CC(=C2)N2CC1(C2)CCN(CC1)CC(=O)O)C)=O)OCC1=CC=CC=C1